bis(4-bromo-3-methylphenyl)diphenyl-silicon BrC1=C(C=C(C=C1)[Si](C1=CC=CC=C1)(C1=CC=CC=C1)C1=CC(=C(C=C1)Br)C)C